(±)-trans-N-[4-(pyridin-3-yloxy)phenyl]pyrrolidine-3-carboxamide N1=CC(=CC=C1)OC1=CC=C(C=C1)NC(=O)[C@H]1CNCC1 |r|